P(=O)(OCC1=CC=CC=C1)(OC1=CC=CC=2SC=C(C21)CC[N+](C)(C)CC2=CC=CC=C2)[O-] benzyl {3-[2-(Benzyldimethylammonio)ethyl]-benzo[b]thiophen-4-yl} Phosphate